2-(6-amino-5-((2,3-dihydro-1H-inden-1-yl)oxy)pyridazin-3-yl)phenol NC1=C(C=C(N=N1)C1=C(C=CC=C1)O)OC1CCC2=CC=CC=C12